5-methyl-N-((S)-5-methyl-4-oxo-2,3,4,5-tetrahydrobenzo[b][1,4]oxazepin-3-yl)-4,5,6,7-tetrahydro-[1,2,3]triazolo[1,5-a]pyridine-3-carboxamide CC1CC=2N(CC1)N=NC2C(=O)N[C@@H]2C(N(C1=C(OC2)C=CC=C1)C)=O